4-Fluoro-5-iodo-N2-methyl-1,2-benzenediamine FC=1C=C(C(=CC1I)N)NC